Calcium sulphid [S-2].[Ca+2]